7-methyl-5-(8-methyl-[1,2,4]triazolo[1,5-a]pyridin-6-yl)-1-(1-methylpiperidin-4-yl)-1,3-dihydro-2H-benzo[d]imidazol-2-one CC1=CC(=CC2=C1N(C(N2)=O)C2CCN(CC2)C)C=2C=C(C=1N(C2)N=CN1)C